ClC=1C=NC=CC1C1=NNC2=NC(=CN=C21)N2C[C@H]1C([C@H]1C2)(C=2SC=C(N2)C)CN ((1R,5S,6r)-3-(3-(3-chloropyridin-4-yl)-1H-pyrazolo[3,4-b]pyrazin-6-yl)-6-(4-methylthiazol-2-yl)-3-azabicyclo[3.1.0]hexan-6-yl)methanamine